C12CN(CC2C1)C1=NC=CC(=C1)OC1=CC(=C(C=C1)NC1=NC=NC2=CC(=C(C=C12)NC1CCN(CC1)C(C=C)=O)OC)F 1-(4-((4-((4-((2-(3-azabicyclo[3.1.0]hexan-3-yl)pyridin-4-yl)oxy)-2-fluorophenyl)amino)-7-methoxyquinazolin-6-yl)amino)piperidin-1-yl)prop-2-en-1-one